(R)-6-fluoro-N-(3-(3-imino-2,5-dimethyl-1,1-dioxo-1,2,4-thiadiazin-5-yl)phenyl)benzo[d]oxazole-2-carboxamide FC1=CC2=C(N=C(O2)C(=O)NC2=CC(=CC=C2)[C@]2(NC(N(S(C2)(=O)=O)C)=N)C)C=C1